C(C)(C)(C)NC1=C2C=C(N=CC2=CC(=N1)C#N)N[C@@H]1CN(CCC1)C(=O)OC(C)(C)C tert-butyl (S)-3-((5-(tert-butylamino)-7-cyano-2,6-naphthyridin-3-yl)amino)piperidine-1-carboxylate